C(C)(C)(C)OC(=O)N[C@H](C(=O)OC)CCSCCCC1CC1 (S)-methyl 2-((tert-butoxycarbonyl)amino)-4-((3-cyclopropylpropyl)thio)butanoate